L-α-Ureido-mercaptopropionic Acid N(C(=O)N)C(C(=O)O)(C)S